O=C1NC(CCC1N1C(N(C2=C1C=CC(=C2)C2CCN(CC2)CCOC2CC1(CN(C1)C(=O)OC(C)(C)C)C2)C)=O)=O tert-butyl 6-[2-[4-[1-(2,6-dioxo-3-piperidyl)-3-methyl-2-oxo-benzimidazol-5-yl]-1-piperidyl]ethoxy]-2-azaspiro[3.3]heptane-2-carboxylate